4-chloro-6-[5-(chloromethyl)-1-methyl-pyrazol-3-yl]quinoline ClC1=CC=NC2=CC=C(C=C12)C1=NN(C(=C1)CCl)C